C(#N)N(C1=CC=C(C=C1)Cl)CC(=O)OC methyl N-cyano-2-(4-chloroanilino)acetate